1-(2,2-difluorocyclopropyl)pyrazolo[3,4-b]pyridin-6-amine FC1(C(C1)N1N=CC=2C1=NC(=CC2)N)F